COC1=CC=C(C=C1)C(NC1=NC=NN2C1=CC=C2)(C2=CC=CC=C2)C2=CC=CC=C2 N-((4-methoxyphenyl)diphenylmethyl)pyrrolo[2,1-f][1,2,4]triazin-4-amine